FC1=C(C(=O)NC=2SC3=C(N2)C(=CC=C3)OC)C(=CC(=C1)N1CCNCC1)C 2-fluoro-N-(4-methoxybenzo[d]thiazol-2-yl)-6-methyl-4-(piperazin-1-yl)benzamide